5-(tert-butyl)-N-(4-(2-(cyclopropanecarboxamido)pyridin-4-yl)-5-fluoro-2-(trifluoromethyl)benzyl)-1,2,4-oxadiazole-3-carboxamide C(C)(C)(C)C1=NC(=NO1)C(=O)NCC1=C(C=C(C(=C1)F)C1=CC(=NC=C1)NC(=O)C1CC1)C(F)(F)F